ClC1=NC(=CC(=C1)C1=C(N=C(S1)NC(=O)N1C[C@@H](NCC1)CC)C1=CC(=CC=C1)C#N)CC (3S)-N-[5-(2-chloro-6-ethyl-4-pyridyl)-4-(3-cyanophenyl)thiazol-2-yl]-3-ethyl-piperazine-1-carboxamide